C[Si](CCOCOC=1C=C(C2=C(C=CC=C2C1)Cl)B1OC(C)(C)C(C)(C)O1)(C)C 3-(2-(trimethylsilyl)ethoxymethoxy)-8-chloronaphthaleneboronic acid pinacol ester